1,3-dihydroxyacetone phosphate P(=O)(O)(O)O.OCC(=O)CO